ICCC=CCCI 1,6-diiodo-3-hexene